OC=1C=CC=C2CCN[C@@H](C12)CN1C(C2=CC=CC=C2C1)=O (S)-2-((8-hydroxy-1,2,3,4-tetrahydroisoquinolin-1-yl)methyl)isoindolin-1-one